N-(6-chloroquinolin-2-yl)piperidine-4-carboxamide 2,2,2-trifluoroacetate FC(C(=O)O)(F)F.ClC=1C=C2C=CC(=NC2=CC1)NC(=O)C1CCNCC1